(S)-1-(11-((3-methyl-4-((1-methyl-1H-benzo[d]imidazol-5-yl)oxy)phenyl)amino)-1,2,4a,5-tetrahydropyrazino[1',2':4,5][1,4]oxazino[3,2-g]quinazolin-3(4H)-yl)but-2-yn-1-one CC=1C=C(C=CC1OC1=CC2=C(N(C=N2)C)C=C1)NC1=NC=NC=2C=C3C(=CC12)N1[C@H](CO3)CN(CC1)C(C#CC)=O